2,4-dichloro-1,5-di-isopropyl-8-oxabicyclo[3.2.1]oct-6-en-3-one ClC1C2(C=CC(C(C1=O)Cl)(O2)C(C)C)C(C)C